benzyl (S)-4-(isothiazol-5-yl)-6-(4-(methoxycarbonyl) phenyl)-3,6-dihydropyridine-1(2H)-carboxylate S1N=CC=C1C=1CCN([C@@H](C1)C1=CC=C(C=C1)C(=O)OC)C(=O)OCC1=CC=CC=C1